BrC1=C(C(=CC=C1)I)CS(=O)(=O)[O-].[Na+] sodium (2-bromo-6-iodophenyl)methanesulfonate